1-cyclopropyl-6-fluoro-4-oxo-7-(4-sulfopiperazin-1-yl)quinoline-3-carboxylic acid C1(CC1)N1C=C(C(C2=CC(=C(C=C12)N1CCN(CC1)S(=O)(=O)O)F)=O)C(=O)O